F[C@@H]1[C@H]2CC[C@@H](C[C@@H]1N(C1=CN=C(N=N1)C=1C=C3C=NN(C(C3=CC1O)=O)C)C)N2 6-(6-(((1R,2R,3S,5S)-2-fluoro-8-azabicyclo[3.2.1]octan-3-yl)(methyl)amino)-1,2,4-triazin-3-yl)-7-hydroxy-2-methylphthalazin-1(2H)-one